1-(4-phenylbut-3-en-2-yl)pyrrolidine C1(=CC=CC=C1)C=CC(C)N1CCCC1